4-([1,1'-biphenyl]-4-yl)-1H-indazol-3-amine C1(=CC=C(C=C1)C1=C2C(=NNC2=CC=C1)N)C1=CC=CC=C1